5-(6-chloro-5-(phenylsulfonylamino)pyridin-3-yl)-N-methylnicotinamide ClC1=C(C=C(C=N1)C=1C=NC=C(C(=O)NC)C1)NS(=O)(=O)C1=CC=CC=C1